C(C)(C)(C)OC(=O)N1CC=2N(CC1)C(=NC2C(NC2=CC=C(C=C2)C)=O)C2=CC=CC1=C(C=CC=C21)[N+](=O)[O-] 3-(5-Nitro-naphthalen-1-yl)-1-(p-tolylcarbamoyl)-5,6-dihydroimidazo[1,5-a]Pyrazine-7(8H)-carboxylic acid tert-butyl ester